2-(diethylamino)ethyl hydroxybenzoate hydrochloride Cl.OC1=C(C(=O)OCCN(CC)CC)C=CC=C1